BrC=1C(=CC(=C(C1)NC1=NC=C(C(=N1)NC1=CC2=C(CCO2)C=C1NS(=O)(=O)C)Cl)OC)N1CCC(CC1)N1CC(CCC1)N(C)C N-(6-((2-((5-bromo-4-(3-(dimethylamino)-[1,4'-bipiperidine]-1'-yl)-2-methoxyphenyl)amino)-5-chloropyrimidin-4-yl)amino)-2,3-dihydrobenzofuran-5-yl)methanesulfonamide